6,7-dichloro-3-(pyrimidin-5-ylmethyl)-4,9-dihydro-1H-pyrrolo[3,2-h][2,1,3]benzothiadiazine 2,2-dioxide ClC=1C2=C(C3=C(CN(S(N3)(=O)=O)CC=3C=NC=NC3)C1)NC=C2Cl